2-methyl-1-[4-(methyl-thio)phenyl]-2-morpholinopropan-1-one CC(C(=O)C1=CC=C(C=C1)SC)(C)N1CCOCC1